2,3-dichloro-6-methylpyridine ClC1=NC(=CC=C1Cl)C